4-{[6-(3,8-diazabicyclo[3.2.1]octan-3-yl)-2-{[(2R,7aS)-2-fluorotetrahydro-1H-pyrrolizin-7a(5H)-yl]methoxy}-7-(tetrahydro-2H-pyran-4-yl)-7H-purin-8-yl]oxy}-5-ethynyl-6-fluoro-2-naphthol C12CN(CC(CC1)N2)C2=C1N(C(=NC1=NC(=N2)OC[C@]21CCCN1C[C@@H](C2)F)OC2=CC(=CC1=CC=C(C(=C21)C#C)F)O)C2CCOCC2